C(C)N1C2=CC=CC=C2C=2C=C(C=CC12)NC1=NC(=NC=C1)NCCC1N(CCC1)C N4-(9-ethyl-9H-carbazol-3-yl)-N2-(2-(1-methylpyrrolidin-2-yl)ethyl)pyrimidine-2,4-diamine